(2-Hydroxyethyl)ethylenediamine OCCNCCN